tert-butyl 4-(3-oxobutanethioyl)piperazine-1-carboxylate O=C(CC(=S)N1CCN(CC1)C(=O)OC(C)(C)C)C